O1COC2=C1C=CC(=C2)C2=NNC(=C2)C2=CC(=NC=C2)Br 4-[3-(1,3-benzodioxol-5-yl)-1H-pyrazol-5-yl]-2-bromopyridine